C(C)(C)(C)OC(=O)N[C@@H](C(C)C)C(=O)N1[C@@H](C[C@H](C1)O)C(=O)N[C@@H](CO)C1=CC=C(C=C1)C1=C(N=CS1)C N-(tert-butoxycarbonyl)-L-valyl-(4R)-4-hydroxy-N-{(1R)-2-hydroxy-1-[4-(4-methyl-1,3-thiaazol-5-yl)phenyl]ethyl}-L-prolinamide